BrC=1C(=NC=NC1)NC=1C=NC(=CC1)OC1=CC(=C(C=C1)C)OC 5-bromo-N-[6-(3-methoxy-4-methyl-phenoxy)-3-pyridinyl]pyrimidin-4-amine